BrC1=CC=C2C=NN(C2=C1OC)CCOC 6-Bromo-7-methoxy-1-(2-methoxyethyl)-1H-indazole